FC=1C(=CC(=NC1)OC)C(C(=O)OCC1=CC=CC=C1)(C(=O)OCC1=CC=CC=C1)C dibenzyl (5-fluoro-2-methoxypyridin-4-yl)(methyl)propanedioate